tert-butyl N-[(2S)-1-{3-bromo-5-chloro-7-[(thiophen-2-ylmethyl)amino]furo[3,2-b]pyridin-2-yl}-4-(difluoromethoxy)butan-2-yl]carbamate BrC1=C(OC=2C1=NC(=CC2NCC=2SC=CC2)Cl)C[C@H](CCOC(F)F)NC(OC(C)(C)C)=O